benzyl ((2S,3R,4R)-1-acetyl-6-fluoro-2,3-dimethyl-1,2,3,4-tetrahydroquinolin-4-yl)carbamate C(C)(=O)N1[C@H]([C@@H]([C@H](C2=CC(=CC=C12)F)NC(OCC1=CC=CC=C1)=O)C)C